CC1=NNC(=C1C=1C=CC(=NC1F)NC([C@H](C1CCC(CC1)C)NC(=O)C=1N(N=CC1)CCOC)=O)C N-[(1S)-2-[[5-(3,5-dimethyl-1H-pyrazol-4-yl)-6-fluoro-2-pyridyl]amino]-1-(4-methylcyclohexyl)-2-oxo-ethyl]-2-(2-methoxyethyl)pyrazole-3-carboxamide